2-[[6-amino-4-(1-methylindazol-6-yl)-1-oxo-isoindolin-2-yl]methyl]prop-2-enenitrile NC1=CC(=C2CN(C(C2=C1)=O)CC(C#N)=C)C1=CC=C2C=NN(C2=C1)C